(4-nitrophenyl)(2,3,5,6-tetrafluorophenyl)sulfane [N+](=O)([O-])C1=CC=C(C=C1)SC1=C(C(=CC(=C1F)F)F)F